COC=1C=CC=C2C=C(NC12)C=O 7-METHOXY-1H-INDOLE-2-CARBALDEHYDE